2,2-dimethyl-1-(2-(5-p-tolyl-1H-imidazol-2-yl)piperidin-1-yl)but-3-en-1-one Nickel [Ni].CC(C(=O)N1C(CCCC1)C=1NC(=CN1)C1=CC=C(C=C1)C)(C=C)C